6,7-dihydrophenanthro[4,3-d]oxazole N1=COC2=C1C=1C=3C=CC=CC3CCC1C=C2